4-(4-chloro-6-(4-(methylsulfonyl)piperazin-1-yl)-1,3,5-triazin-2-yl)morpholine ClC1=NC(=NC(=N1)N1CCN(CC1)S(=O)(=O)C)N1CCOCC1